4-fluoro-6-(2-methyl-2H-indazol-5-yl)-2-(1,2,3,6-tetrahydropyridin-4-yl)-1,3-benzothiazole FC1=CC(=CC2=C1N=C(S2)C=2CCNCC2)C2=CC1=CN(N=C1C=C2)C